(αS)-α-ethoxy-4-[2-[2-methyl-5-[4-(methylthio)phenyl]-1H-pyrrol-1-yl]ethoxy]phenylpropionic acid C(C)O[C@@](C(=O)O)(C)C1=CC=C(C=C1)OCCN1C(=CC=C1C1=CC=C(C=C1)SC)C